FC1=C(C(=O)N2[C@H]([C@H](CCC2)C(=O)NC2=CC(=C(C=C2)C)C(F)(F)F)C2CCC3(CCOC3)CC2)C(=CC=C1)C (2S,3S)-1-(2-fluoro-6-methylbenzoyl)-N-(4-methyl-3-(trifluoromethyl)phenyl)-2-(2-oxaspiro[4.5]dec-8-yl)piperidine-3-carboxamide